ClC1=CC=C(C=C1)C(C(=O)N)O 2-(4-chlorophenyl)-2-hydroxyacetamide